N[C@@H](CC1=CNC2=CC=CC=C12)C(=O)O L-Tryptophane